O(C(C)C)[Ti](OC(C)C)(OC(C)C)OC(C)C tetraisopropoxyltitanium